8-fluoro-2-(((2R,7aS)-2-fluorotetrahydro-1H-pyrrolizin-7a(5H)-yl)methoxy)-7-(5-hydroxy-2-(5-(((3R,5R)-5-hydroxyazepan-3-yl)oxy)pentyl)-3-methylphenyl)pyrido[4,3-d]pyrimidin-4-ol FC1=C(N=CC2=C1N=C(N=C2O)OC[C@]21CCCN1C[C@@H](C2)F)C2=C(C(=CC(=C2)O)C)CCCCCO[C@H]2CNCC[C@H](C2)O